O=S1(CCC(CC1)CCN1N=C(C=C1C(=O)N)C(F)(F)F)=O 2-(1,1-dioxidotetrahydro-2H-thiopyran-4-yl)ethyl-3-(trifluoromethyl)-1H-pyrazole-5-carboxamide